FC=1C=C(C=CC1F)C1(CC1)NCC(=O)O (1-(3,4-difluorophenyl)cyclopropyl)glycine